(3S,10R,13S)-10,13-dimethyl-17-(1H-1,2,3-triazol-1-yl)-2,3,4,7,8,9,10,11,12,13,14,15-dodecahydro-1H-cyclopenta[a]phenanthren-3-ol C[C@]12C3CC[C@@]4(C(=CCC4C3CC=C2C[C@H](CC1)O)N1N=NC=C1)C